2-[(4-Bromophenyl)methylamino]acetonitrile BrC1=CC=C(C=C1)CNCC#N